BrC1=CC(=C2C(=NC=NC2=C1)NC1=CC2=C(N=CS2)C=C1)O[C@@H]1CN(CCC1)C (S)-N-(7-bromo-5-((1-methylpiperidin-3-yl)oxy)quinazolin-4-yl)benzo[d]thiazol-6-amine